(±)-(7S,8aS)-7-(4-(8-Methylquinolin-7-yl)phenoxy)hexahydroindolizin-3(2H)-one CC=1C(=CC=C2C=CC=NC12)C1=CC=C(O[C@H]2CCN3C(CC[C@H]3C2)=O)C=C1 |r|